ClC1=CC(=C(C2=C1OC(O2)(C)C2CCC(CC2)N2CC(C2)OC)C)C(=O)O 7-chloro-2-(4-(3-methoxyazetidin-1-yl)cyclohexyl)-2,4-dimethylbenzo[d][1,3]dioxol-5-carboxylic acid